4-({[2-fluoro-5-(indol-1-ylmethyl)-4-methoxyphenyl]carbamoyl}amino)thiophene-2,3-dicarboxylic acid dimethyl ester COC(=O)C=1SC=C(C1C(=O)OC)NC(NC1=C(C=C(C(=C1)CN1C=CC2=CC=CC=C12)OC)F)=O